2-(1-(5-chloro-2-(difluoromethoxy)phenyl)-6-(pyrazolo[1,5-a]pyrimidin-3-yl)-1H-pyrazolo[4,3-c]pyridin-3-yl)acetonitrile ClC=1C=CC(=C(C1)N1N=C(C=2C=NC(=CC21)C=2C=NN1C2N=CC=C1)CC#N)OC(F)F